Cl.NC1(C(=CCC(C1)CCB(O)O)C)C(=O)O 1-amino-5-(2-boronoethyl)-2-methylcyclohex-2-enecarboxylic acid hydrochloride